(3S,4S)-3-amino-4-fluorocyclohex-1-ene-1-carboxylic acid hydrochloride Cl.N[C@H]1C=C(CC[C@@H]1F)C(=O)O